O1COC2=C1C=CC(=C2)C=CC=CC(=O)N2CCN(CC2)C2=CC=C(C=C2)F 5-(benzo[d][1,3]dioxol-5-yl)-1-(4-(4-fluorophenyl)piperazin-1-yl)penta-2,4-dien-1-one